COC1=CC=C(C=C1)CN(S(=O)(=O)C1=CC(=C(C=C1)NCC1=CC=C(C=C1)C(F)(F)F)N1N=CC(=C1)C)C N-[(4-methoxyphenyl)methyl]-N-methyl-3-(4-methylpyrazol-1-yl)-4-[[4-(trifluoromethyl)phenyl]methylamino]benzenesulfonamide